ClC=1C=CC(=NC1)OC=1C=C(C=CC1)NC(=S)NC(=O)C=1OC=CC1 N-[(3-(5-chloropyridin-2-yloxy)phenyl)thiocarbamoyl]furan-2-carboxamide